ClCC(=O)NC1(CCOCC1)C=1C=NC(=CC1)Cl 2-chloro-N-[4-(6-chloropyridin-3-yl)tetrahydro-2H-pyran-4-yl]Acetamide